(S)-3-(8-((1r,4S)-4-(4-(3-(3-amino-6-(2-hydroxyphenyl)pyridazin-4-yl)-4-fluorophenyl)piperidin-1-yl)cyclohexyl)-2,3-dihydro-4H-benzo[b][1,4]oxazin-4-yl)piperidine-2,6-dione NC=1N=NC(=CC1C=1C=C(C=CC1F)C1CCN(CC1)C1CCC(CC1)C1=CC=CC2=C1OCCN2[C@@H]2C(NC(CC2)=O)=O)C2=C(C=CC=C2)O